OCC1=CC=C2C(=CNC(C2=C1)=O)C1=C(C=CC=C1)C 7-(hydroxymethyl)-4-(o-tolyl)isoquinolin-1(2H)-one